(5,6,7,8-Tetrahydro-5,5,8,8-tetramethyl-2-naphthalenyl)carboxamide CC1(C=2C=CC(=CC2C(CC1)(C)C)C(=O)N)C